ClC=1C=C(C=C(C1)NS(=O)(=O)C)NC(=O)C=1SC=C(C1)N1C(N(CC1)C)=O N-(3-chloro-5-(methylsulfonamido)phenyl)-4-(3-methyl-2-oxoimidazolidin-1-yl)thiophene-2-carboxamide